(S)-(4-(5-fluorobenzo[d]oxazol-2-yl)-6,7-dihydro-1H-imidazo[4,5-c]pyridin-5(4H)-yl)(5-(1-methyl-1H-pyrazol-4-yl)-1,3,4-oxadiazol-2-yl)methanone FC=1C=CC2=C(N=C(O2)[C@H]2N(CCC3=C2N=CN3)C(=O)C=3OC(=NN3)C=3C=NN(C3)C)C1